3-{(3S,4R)-4-methyl-3-[methyl(7H-pyrrolo[2,3-d]pyrimidin-4-yl)amino]piperidin-1-yl}-3-oxopropanenitrile C[C@H]1[C@@H](CN(CC1)C(CC#N)=O)N(C=1C2=C(N=CN1)NC=C2)C